C(#N)C1=C(C=CC=C1)[C@H]([C@@H](C)C=1N(C(C(=C(N1)C(=O)NC=1C=NOC1)O)=O)C)C=1C=NC(=NC1)C 2-((1s,2r)-1-(2-cyanophenyl)-1-(2-methylpyrimidin-5-yl)propan-2-yl)-5-hydroxy-N-(isoxazol-4-yl)-1-methyl-6-oxo-1,6-dihydropyrimidine-4-carboxamide